BrC1=C(C(=CC=C1)Br)N=C1NCCCC1 N-(2,6-dibromophenyl)piperidine-2-imine